COCC(CCCCCCCC(C)C)(C)COC 1-methoxy-2-(methoxymethyl)-2,10-dimethylundecane